ClC1=CC=C2C(=C(C(N(C2=C1)C)=O)C#N)N1CCC(CC1)OC1=CC=C(C=C1)OC(F)(F)F 7-chloro-1-methyl-2-oxo-4-{4-[4-(trifluoromethoxy)phenoxy]piperidin-1-yl}-1,2-dihydroquinoline-3-carbonitrile